C(C=C)C=1C=C(C=CC1)C1CCC(CC1)OC[C@@H]1NCC[C@@H]1N(CC1=CC=C(C=C1)OC)S(N(C)C)(=O)=O (2R,3S)-2-(((4-(3-allylphenyl)cyclohexyl)oxy)methyl)-3-((N,N-dimethylsulfamoyl)(4-methoxybenzyl)amino)pyrrolidine